C(C1=CC=CC=C1)OCCCCCN1C(=NC=C1C(=O)OC)I methyl 3-(5-benzyloxypentyl)-2-iodo-imidazole-4-carboxylate